tris(ethylmethylamino)chlorosilane C(C)N(C)[Si](Cl)(N(CC)C)N(CC)C